COC=1C=C2CCN(CC2=CC1NC1=NC2=CC(=CC=C2C=N1)NC=1C=C(C=CC1)N1C(N(CC1)C)=O)C 1-[3-({2-[(6-methoxy-2-methyl-1,2,3,4-tetrahydroisoquinolin-7-yl)amino]quinazolin-7-yl}-amino)phenyl]-3-methylimidazolidin-2-one